(3-(2-((2-(3-chloro-5-fluorophenyl)propan-2-yl)amino)-2-oxoethyl)-1-(4-hydroxy-4-methylcyclohexyl)azetidin-3-yl)-5-(2,4-difluorophenyl)isoxazole-3-carboxamide ClC=1C=C(C=C(C1)F)C(C)(C)NC(CC1(CN(C1)C1CCC(CC1)(C)O)C=1C(=NOC1C1=C(C=C(C=C1)F)F)C(=O)N)=O